C(CCC)[Sn](CCCC)(CCCC)O Trin-butyltin hydroxide